1-(Isoxazol-5-ylmethyl)-7-methyl-1H-indole-2-carbaldehyde O1N=CC=C1CN1C(=CC2=CC=CC(=C12)C)C=O